4-((6-methoxypyridin-3-yl)amino)-6-acetylamino-1H-indole-2-carboxylic acid ethyl ester C(C)OC(=O)C=1NC2=CC(=CC(=C2C1)NC=1C=NC(=CC1)OC)NC(C)=O